BrCC=1N(C2=CC(=CC=C2C(C1C)=O)Cl)C(C)C 2-(bromomethyl)-7-chloro-1-isopropyl-3-methyl-quinolin-4-one